NC1=C(C=CC2=CC=CC=C12)N=NC=1C=NC(=CC1)C1=CC=C(C=C1)Cl 4-Amino-3-[6-(4-chlorophenyl)pyridin-3-ylazo]naphthalin